1-(6-(1-(3-((4-((5-(difluoromethoxy)-pyrimidin-2-yl)amino)piperidin-1-yl)sulfonyl)benzyl)-3,3-difluoropiperidin-4-yl)-1-methyl-1H-indazol-3-yl)dihydropyrimidine-2,4(1H,3H)-dione FC(OC=1C=NC(=NC1)NC1CCN(CC1)S(=O)(=O)C=1C=C(CN2CC(C(CC2)C2=CC=C3C(=NN(C3=C2)C)N2C(NC(CC2)=O)=O)(F)F)C=CC1)F